pyrene-d14 C1(C(C(C2(C(C(C3(C(C=CC4=CC=C1C2=C34)([2H])[2H])[2H])([2H])[2H])([2H])[2H])[2H])([2H])[2H])([2H])[2H])([2H])[2H]